C(C=C)SC1=NC=NN1C[C@]1(O[C@H]1C1=C(C=CC=C1)Cl)C1=C(C=C(C=C1)F)F |o1:10,12| 5-(allylthio)-1-{[rel-(2R,3S)-3-(2-chlorophenyl)-2-(2,4-difluorophenyl)oxiran-2-yl]methyl}-1H-1,2,4-triazole